8'-Bromo-7'-fluoro-3-(6-methoxypyridin-3-yl)spiro[cyclobutane-1,1'-pyrrolo[2,3-c]quinolin]-2'(3'H)-one BrC1=CC=2C3=C(C=NC2C=C1F)NC(C31CC(C1)C=1C=NC(=CC1)OC)=O